COCC(C)=O methoxyacetone